rel-(2S,6S)-6-isopropyl-2,4-dimethylcyclohex-3-en-1-one C(C)(C)[C@@H]1CC(=C[C@@H](C1=O)C)C |o1:3,7|